BrC=1C(=C(C=NC1)CNC1(CC1)CO)Cl [1-[(5-Bromo-4-chloro-3-pyridyl)methylamino]cyclopropyl]methanol